Pyridin-3-ylmethyl (Z)-3-aminobut-2-enoate N\C(=C/C(=O)OCC=1C=NC=CC1)\C